ClC=1C(=C2C(=NC1)NC(=N2)C2=CC=C(C=C2)N2CCN(CC2)CC2=CN=CS2)NC2CCN(CC2)CC 6-Chloro-N-(1-ethylpiperidin-4-yl)-2-{4-[4-(1,3-thiazol-5-ylmethyl)piperazin-1-yl]phenyl}-3H-imidazo[4,5-b]pyridin-7-amine